N[C@@H](C)C1=CC=C(C=C1)C(CC1CC1)O 1-[4-[(1S)-1-aminoethyl]phenyl]-2-cyclopropyl-ethanol